[(4S)-7-chloro-6-(3-fluoro-2-pyridyl)-4-methyl-8-(trifluoromethyl)-4H-imidazo[1,2-a][1,4]benzodiazepin-2-yl]-(3-methoxyazetidin-1-yl)methanone ClC1=C(C=CC2=C1C(=N[C@H](C=1N2C=C(N1)C(=O)N1CC(C1)OC)C)C1=NC=CC=C1F)C(F)(F)F